6-methyl-4-oxo-1-phenyl-N-(p-tolyl)-1,4-dihydropyridazine-3-carboxamide CC1=CC(C(=NN1C1=CC=CC=C1)C(=O)NC1=CC=C(C=C1)C)=O